3-(pyridin-3-ylmethyl)thiourea N1=CC(=CC=C1)CNC(N)=S